N1(CCCC1)CC#C 3-pyrrolidin-1-ylprop-1-yn